FC(CN1CCN(CC1)C1=CC=C(C(=O)[O-])C=C1)(C(F)(F)F)F 4-(4-(2,2,3,3,3-pentafluoropropyl)piperazin-1-yl)benzoate